N-(β-aminoethyl)monoethanolamine NCCNCCO